3-(aminomethyl)-4,6-dimethyl-1,2-dihydropyridin-2-one hydrochloride Cl.NCC=1C(NC(=CC1C)C)=O